2-[(2-chlorobenzyl)amino]-1,3-thiazol ClC1=C(CNC=2SC=CN2)C=CC=C1